tris(2,3,4-trimethoxyphenyl)sulfonium chloride [Cl-].COC1=C(C=CC(=C1OC)OC)[S+](C1=C(C(=C(C=C1)OC)OC)OC)C1=C(C(=C(C=C1)OC)OC)OC